sodium dilysine N[C@@H](CCCCN)C(=O)O.N[C@@H](CCCCN)C(=O)O.[Na]